chloro-6-((4-methoxyphenylmethyl)oxy)-1,5-naphthyridine ClC1=NC2=CC=C(N=C2C=C1)OCC1=CC=C(C=C1)OC